C(C)(C)(C)OC1=CC=C(C(=C)C)C=C1 4-t-butoxy-α-methylstyrene